C(C1=CC=CC=C1)N1CCP(CC1)(=O)C1=CC2=C(N=C(N=C2N[C@H](C)C2=C(C(=CC=C2)C(C(C)(C)O)(F)F)F)C)C=N1 1-benzyl-4-[4-({(1R)-1-[3-(1,1-difluoro-2-hydroxy-2-methylpropyl)-2-fluorophenyl]ethyl}amino)-2-methylpyrido[3,4-d]pyrimidin-6-yl]-1,4lambda5-azaphosphinan-4-one